COC1=CC=C(C=C1)CN1C(C=2C=CC3=C4C2C(C1=O)=CC=C4C=4C=1C2=C(C(N(C(C2=CC4)=O)CC4=CC=C(C=C4)OC)=O)C=CC31)=O 2,9-bis[(4-methoxyphenyl)methyl]anthra[2,1,9-def:6,5,10-d'e'f']diisoquinoline-1,3,8,10(2H,9H)tetrone